N-((14-Methoxy-3,6,9,12-tetraoxatetradecanyloxy)carbonyl)-L-leucine COCCOCCOCCOCCOCCOC(=O)N[C@@H](CC(C)C)C(=O)O